ClC=1C(=NC(=NC1)NC1=CC(=C(C=C1OC(C)C)N1CCC(CC1)N(C)CC=1C=C2CN(CC2=CC1)C1C(NC(CC1)=O)=O)C)NC1=C(C=CC=C1)S(=O)(=O)C(C)C 5-(((1-(4-((5-chloro-4-((2-(isopropylsulfonyl)phenyl)amino)pyrimidin-2-yl)amino)-5-isopropoxy-2-Methylphenyl)piperidin-4-yl)(methyl)amino)methyl)-2-(2,6-dioxopiperidin-3-yl)isoindoline